(R)-2-((((9H-fluoren-9-yl) methoxy) carbonyl) amino)-3-bromopropionate C1=CC=CC=2C3=CC=CC=C3C(C12)COC(=O)N[C@H](C(=O)[O-])CBr